ClC=1C=C(C=CC1Cl)C(C(=O)O)(F)F 2-(3,4-dichlorophenyl)-2,2-difluoroacetic acid